benzyl (2R,4S)-4-((tert-butyldimethyl silyl)oxy)-2-(6-cyclopropylimidazo[1,2-b]pyridazin-2-yl)pyrrolidine-1-carboxylate [Si](C)(C)(C(C)(C)C)O[C@H]1C[C@@H](N(C1)C(=O)OCC1=CC=CC=C1)C=1N=C2N(N=C(C=C2)C2CC2)C1